C(C)OC=1C=C(C=CC1)C1=CC(=NN1)C1=CC=C(C=C1)OC(F)(F)F 5-(3-Ethoxyphenyl)-3-[4-(trifluoromethoxy)phenyl]-1H-pyrazole